(S)-3-cyclohexyl-N-(7-(3-hydroxy-3-methylbut-1-yn-1-yl)-5-methyl-4-oxo-2,3,4,5-Tetrahydrobenzo[b][1,4]oxazepine-3-yl)imidazo[2,1-b]thiazole-6-carboxamide C1(CCCCC1)C=1N2C(SC1)=NC(=C2)C(=O)N[C@@H]2C(N(C1=C(OC2)C=CC(=C1)C#CC(C)(C)O)C)=O